(3S,11aR)-6-hydroxy-3-methyl-N-(2-methylquinolin-4-ylmethyl)-5,7-dioxo-2,3,5,7,11,11a-hexahydro[1,3]oxazolo[3,2-a]pyrido[1,2-d]pyrazine-8-carboxamide OC=1C(C(=CN2C[C@@H]3N(C(C21)=O)[C@H](CO3)C)C(=O)NCC3=CC(=NC2=CC=CC=C32)C)=O